CC1=C(SC=[N+]1CC2=CN=C(N=C2N)C)CCOP(=O)(O)O.[Cl-] The molecule is an organic chloride salt of thiamine(1+) monophosphate. It is an organic chloride salt and a thiamine phosphate. It contains a thiamine(1+) monophosphate.